Cl.CS(=O)(=O)CCNC(C)=O N-(2-methylsulfonylethyl)acetamide hydrochloride